8-[(1R)-1-[(6-Chloro-3-pyridyl)amino]ethyl]-2-[3-(dimethylamino)phenyl]-3,6-dimethyl-chromen-4-one ClC1=CC=C(C=N1)N[C@H](C)C=1C=C(C=C2C(C(=C(OC12)C1=CC(=CC=C1)N(C)C)C)=O)C